C(CCCCCCCCCCC\C=C/CCCCCCCC)(=O)OC[C@@H](OCCCC\C=C/C\C=C/C\C=C/C\C=C/CCCCC)COP(=O)([O-])OCC[N+](C)(C)C 1-Erucoyl-2-arachidonyl-sn-glycero-3-phosphocholine